C(C)C(C(O)(O)O)(CC)CC.C(CCC)(=O)NN Butyric hydrazide Triethyl-orthoacetate